tert-butyl (S)-2-cyano-4-(2-(1-(3-methoxypyridin-2-yl)-3-(trifluoromethyl)-1H-pyrazol-4-yl)phenyl)-4,7-dihydrothieno[2,3-c]pyridine-6(5H)-carboxylate C(#N)C1=CC2=C(CN(C[C@H]2C2=C(C=CC=C2)C=2C(=NN(C2)C2=NC=CC=C2OC)C(F)(F)F)C(=O)OC(C)(C)C)S1